ClC1=CC(=C(C=C1)NC1=C(C=NC2=CC(=C(C=C12)OC)OC)C(=O)NC)F 4-((4-chloro-2-fluorophenyl)amino)-6,7-dimethoxy-N-methylquinoline-3-carboxamide